1-(4-bromo-2-fluorophenyl)-5-methyl-3-(trifluoromethyl)-1H-pyrazole BrC1=CC(=C(C=C1)N1N=C(C=C1C)C(F)(F)F)F